pyrroleamido-indenyl-titanium dichloride [Cl-].[Cl-].N1C(=CC=C1)C(=O)N[Ti+2]C1C=CC2=CC=CC=C12